[(1R)-5-chloroindan-1-yl]-4-(2,2-difluoroethylsulfanyl)benzamide ClC=1C=C2CC[C@H](C2=CC1)C1=C(C(=O)N)C=CC(=C1)SCC(F)F